C1(CC1)C=1C=C(C=NC1)C=1N=NNC1 4-(5-cyclopropylpyridin-3-yl)-1H-1,2,3-triazol